(2R,3R,4R,5R)-2-(hydroxymethyl)-5-(piperidin-1-yl)tetrahydro-2H-pyran-3,4-diol OC[C@H]1OC[C@H]([C@H]([C@H]1O)O)N1CCCCC1